2-(2-chloroethyl)-4-methylenepyrrolidine-2-carboxylate ClCCC1(NCC(C1)=C)C(=O)[O-]